4-methyl-N,N-dimethylbenzylamine CC1=CC=C(CN(C)C)C=C1